1-bromo-8-chloro-N-(3-cyanooxacyclobutan-3-yl)-3-(5-(difluoromethyl)-1,3,4-thiadiazol-2-yl)-N-(2,4-dimethoxybenzyl)imidazo[1,5-a]pyridin-6-sulfonamide BrC=1N=C(N2C1C(=CC(=C2)S(=O)(=O)N(CC2=C(C=C(C=C2)OC)OC)C2(COC2)C#N)Cl)C=2SC(=NN2)C(F)F